CC1(CC1)C#N methylcyclopropane-1-carbonitrile